3-(4-((R)-2-methylpiperazin-1-yl)phenoxy)piperidine-2,6-dione C[C@H]1N(CCNC1)C1=CC=C(OC2C(NC(CC2)=O)=O)C=C1